C(C1=CC=CC=C1)OC1CN(S(C2=C1C=C(C=C2)Cl)(=O)=O)[C@@H](C(C)C2=C(C(=CC=C2F)C)C)C2=NNC(O2)=O 5-((1S)-1-(4-(benzyloxy)-6-chloro-1,1-dioxo-3,4-dihydro-2H-benzo[e][1,2]thiazin-2-yl)-2-(6-fluoro-2,3-dimethylphenyl)propyl)-1,3,4-oxadiazol-2(3H)-one